methyl (R)-2-((tert-butoxycarbonyl)(methyl)amino)-5,5-difluorohexanoate C(C)(C)(C)OC(=O)N([C@@H](C(=O)OC)CCC(C)(F)F)C